CCCCCCCCCCCCCCOC[C@H](COP(=O)([O-])OCC[N+](C)(C)C)OC(=O)CCC/C=C\C/C=C\C/C=C\C/C=C\CCCCC 1-tetradecyl-2-(5Z,8Z,11Z,14Z-eicosatetraenoyl)-sn-glycero-3-phosphocholine